6-chloro-3-(4-fluoro-5-methylisoxazol-3-yl)[1,2,4]triazolo[3,4-f][1,2]diazine ClC1=NN2C(C=C1)=NN=C2C2=NOC(=C2F)C